CCCCCCCCCCCCCC(=O)OC[C@H](COP(=O)([O-])OCC[NH3+])O The molecule is a 1-acyl-sn-glycero-3-phosphoethanolamine zwitterion obtained by transfer of a proton from the amino to the phosphate group of 1-myristoyl-sn-glycero-3-phosphoethanolamine; major species at pH 7.3. It is a 1-acyl-sn-glycero-3-phosphoethanolamine zwitterion, a lysophosphatidylethanolamine zwitterion 14:0 and a tetradecanoate ester. It is a tautomer of a 1-myristoyl-sn-glycero-3-phosphoethanolamine.